CC1=NC(=CC(=N1)N1CC2=C(CC1)N=C(S2)N)CCC 4,5,6,7-tetrahydro-5-(2-methyl-6-propyl-4-pyrimidinyl)-thiazolo[5,4-c]pyridin-2-amine